FC(C(=O)O)(F)F.CC1=C(N=C(N1)C1=NC=CC(=C1)C=1C=NC=C(C1)S(=O)(=O)C)C(=O)N[C@H]1COCC1 5-Methyl-2-[5-(methylsulfonyl)-3,4'-bipyridin-2'-yl]-N-[(3R)-tetrahydrofuran-3-yl]-1H-imidazole-4-carboxamide trifluoroacetate salt